[NH2+]1[NH2+]CCC12CCCCC2 diazoniaspiro[4.5]decan